(Z)-4-((3,5-Bis(trifluoromethyl)phenyl)sulfonyl)-3-fluorobut-2-en-1-amin FC(C=1C=C(C=C(C1)C(F)(F)F)S(=O)(=O)C/C(=C/CN)/F)(F)F